2-(3-iodophenyl)-N-methylacetohydrazide IC=1C=C(C=CC1)CC(=O)N(N)C